3-(8-chloro-11-(3-(4-chloro-3,5-dimethylphenoxy)propyl)-1-oxo-7-(1,3,5-trimethyl-1H-pyrazol-4-yl)-4,5-dihydro-1H-[1,4]diazepino[1,2-a]indol-2(3H)-yl)-5-methoxybenzoate ClC=1C=CC=2C(=C3N(C2C1C=1C(=NN(C1C)C)C)CCCN(C3=O)C=3C=C(C(=O)[O-])C=C(C3)OC)CCCOC3=CC(=C(C(=C3)C)Cl)C